2,6-dimethoxy-3-(trifluoromethyl)benzenesulfonyl chloride COC1=C(C(=CC=C1C(F)(F)F)OC)S(=O)(=O)Cl